diphenylsilyl-bis(2-methyl-1-indenyl)zirconium dichloride [Cl-].[Cl-].C1(=CC=CC=C1)[SiH](C1=CC=CC=C1)[Zr+2](C1C(=CC2=CC=CC=C12)C)C1C(=CC2=CC=CC=C12)C